4-(2-ethyl-2,3-dihydro-1H-inden-2-yl)-N,N-dimethyl-1H-imidazole-1-carboxamide C(C)C1(CC2=CC=CC=C2C1)C=1N=CN(C1)C(=O)N(C)C